1-(4-sulfobutyl)-6-methylisoquinoline hydrogen sulfate S(=O)(=O)(O)O.S(=O)(=O)(O)CCCCC1=NC=CC2=CC(=CC=C12)C